Lanthanum-chromium [Cr].[La]